CC(C(=O)[O-])[NH3+] The molecule is an amino acid zwitterion arising from transfer of a proton from the carboxy to the amino group of alanine; major species at pH 7.3. It is a tautomer of an alanine.